(R and S)-(E)-1-(5-(4-amino-6-(trifluoromethyl)nicotinoyl)-2-(4-cyclobutyl-2-hydroxyphenyl)-2,3,4,5,5a,6,8,9-octahydro-7H-1,2,5,7-tetraazabenzo[cd]azulen-7-yl)-4-methoxybut-2-en-1-one NC1=CC(=NC=C1C(=O)N1CCC=2N(N=C3CCN(C[C@H]1C23)C(\C=C\COC)=O)C2=C(C=C(C=C2)C2CCC2)O)C(F)(F)F |r|